isopropoxytrimethylolpropane triacrylate C(C=C)(=O)O.C(C=C)(=O)O.C(C=C)(=O)O.C(C)(C)OC(C(CO)(CO)CO)C